NC12C[C@H]3N([C@H](CC(C1)C3)C2)C2=CC=C(C=N2)C=2C=C(N(C2)S(=O)(=O)C2=CC=C(C)C=C2)C=2C=NN(C2)C 4-(6-((1R,3S,5s,7s)-5-amino-2-azaadamantan-2-yl)pyridin-3-yl)-2-(1-methyl-1H-pyrazol-4-yl)-1-p-toluenesulfonyl-1H-pyrrole